1-N-(4-fluorophenyl)-1-N'-[6-[[6-methoxy-7-(2-methoxyethoxy)-1,5-naphthyridin-4-yl]oxy]pyridin-3-yl]cyclopropane-1,1-dicarboxamide FC1=CC=C(C=C1)NC(=O)C1(CC1)C(=O)NC=1C=NC(=CC1)OC1=CC=NC2=CC(=C(N=C12)OC)OCCOC